(2-methyl)naphthyridine CC1=NC2=NC=CC=C2C=C1